2-(7-(2,2,6,6-tetramethyl-1,2,3,6-tetrahydropyridin-4-yl)imidazo[1,2-a]pyrimidin-2-yl)-5-(1H-1,2,3-triazol-1-yl)pyridin-3-ol CC1(NC(C=C(C1)C1=NC=2N(C=C1)C=C(N2)C2=NC=C(C=C2O)N2N=NC=C2)(C)C)C